C(C)(C)(C)OC(=O)N1CCN(CC1)C1=CC(=C2C(=NN(C2=C1)C(=O)OC(C)(C)C)NC1=NN2C(C(=NC(=C2)C)C)=C1)Cl tert-butyl 6-(4-tert-butoxycarbonylpiperazin-1-yl)-4-chloro-3-[(4,6-dimethylpyrazolo[1,5-a]pyrazin-2-yl)amino]-indazole-1-carboxylate